6-chloro-N-((5,6-dichloro-1H-benzo[d]imidazol-2-yl)methyl)-3-(1-(difluoromethyl)-1H-pyrazol-4-yl)imidazo[1,2-b]pyridazin-8-amine ClC=1C=C(C=2N(N1)C(=CN2)C=2C=NN(C2)C(F)F)NCC2=NC1=C(N2)C=C(C(=C1)Cl)Cl